3-[4-(8-aminooctyl)-3-methyl-2-oxo-1,3-benzodiazol-1-yl]piperidine-2,6-dione trifluoro-acetate FC(C(=O)O)(F)F.NCCCCCCCCC1=CC=CC=2N(C(N(C21)C)=O)C2C(NC(CC2)=O)=O